N-(5-(2,6-dimethylmorpholino)-4'-((7-(methylsulfonyl)-3,4-dihydro-2H-pyrano[3,2-c]pyridin-5-yl)amino)-[2,3'-bipyridin]-6'-yl)acetamide CC1OC(CN(C1)C=1C=CC(=NC1)C=1C=NC(=CC1NC1=NC(=CC2=C1CCCO2)S(=O)(=O)C)NC(C)=O)C